CNC(=O)C=1NC2=CC=CC(=C2C1)N1CCC(CC1)C(NCC1=CC(=CC=C1)C(F)(F)F)=O N-methyl-4-(4-((3-(trifluoromethyl)benzyl)carbamoyl)piperidin-1-yl)-1H-indole-2-carboxamide